CP(=O)(C)C=1C=CC(=C(C(=O)N)C1)OCC#CC1=C(C2=C(S1)C(=CC=C2)N[C@H]2[C@H](CN(CC2)C)F)CC(F)(F)F 5-(dimethylphosphoryl)-2-((3-(7-(((3S,4R)-3-fluoro-1-methyl-piperidin-4-yl)amino)-3-(2,2,2-trifluoroethyl)benzo[b]thiophen-2-yl)prop-2-yn-1-yl)oxy)benzamide